ClC=1C=C(C=NC1)C(CC(=O)O)N1N=CC2=CC(=CC=C12)OCCC1=NC=2NCCCC2C=C1 3-(5-chloropyridin-3-yl)-3-(5-(2-(5,6,7,8-tetrahydro-1,8-naphthyridin-2-yl)ethoxy)-1H-indazol-1-yl)propionic acid